N-methyl-oxirane-2-carboxamide bismuth-silver-copper iodide [Cu](I)I.[Ag].[Bi].CNC(=O)C1OC1